tert-butyl ((3R,6S)-6-((4-(trifluoromethoxy)benzyl)carbamoyl)tetrahydro-2H-pyran-3-yl)carbamate FC(OC1=CC=C(CNC(=O)[C@@H]2CC[C@H](CO2)NC(OC(C)(C)C)=O)C=C1)(F)F